C(C#CC)OC=1C(=CC2=CN(N=C2C1)C)NC(=O)C1=NC=C(N=C1)N1C[C@@H](CC1)NC1CC1 (R)-N-(6-(but-2-yn-1-yloxy)-2-methyl-2H-indazol-5-yl)-5-(3-(cyclopropylamino)pyrrolidin-1-yl)pyrazine-2-carboxamide